C[C@H]1C=2C(=CC=NC2[C@@H](CC1)O[Si](C(C)C)(C(C)C)C(C)C)O (5R,8R)-5-methyl-8-{[tris(propan-2-yl)silanyl]oxy}-5,6,7,8-tetrahydroquinolin-4-ol